(E)-9-Hexadecenal C(CCCCCCC\C=C\CCCCCC)=O